OC1=C(C=C(C=C1)C1=CC=C(C=C1)C1=NC(=CC(=N1)C1=CC=CC=C1)C1=CC=CC=C1)C1=NC=CC=C1 4-(4-hydroxy-3-pyridin-2-ylphenyl)phenyl-4,6-diphenylpyrimidine